2-[(Z)-[4-amino-8-(trans-4-aminocyclohexyloxy)-5,5-dimethyl-benzo[h]quinazolin-6-ylidene]amino]oxyethanol NC1=NC=NC=2C3=C(\C(\C(C12)(C)C)=N/OCCO)C=C(C=C3)O[C@@H]3CC[C@H](CC3)N